5-{1-hydroxy-2-[2-nitro-5-(trifluoromethyl)phenyl]ethyliden}-2,2-dimethyl-1,3-dioxane-4,6-dione OC(CC1=C(C=CC(=C1)C(F)(F)F)[N+](=O)[O-])=C1C(OC(OC1=O)(C)C)=O